C(=O)OC1=C(C(=CC(=C1)C=1C=NNC1F)F)C1=CN=C(N=N1)N1CC(NCC1)C1CC1 2-[3-(3-cyclopropylpiperazin-1-yl)-1,2,4-triazin-6-yl]-3-fluoro-5-(5-fluoro-1H-pyrazol-4-yl)phenol formate